2-(3-ethylsulfanyl-6-fluoro-2-pyridyl)-3-methyl-6-(1,1,2,2,2-pentafluoroethyl)-imidazo[4,5-b]pyridine C(C)SC=1C(=NC(=CC1)F)C1=NC=2C(=NC=C(C2)C(C(F)(F)F)(F)F)N1C